COC(=O)C1=C(C=C(C(=O)O)C=C1)C 4-(methoxycarbonyl)-3-methylbenzoic acid